CC(C)(CC(CC(C)(C)C)C)C 2,2,4,6,6-pentamethyl-Heptane